Dibenzothiophen C1=CC=CC=2SC3=C(C21)C=CC=C3